tert-butyl 3-[4-[(R)-[5-chloro-4-methyl-2-(prop-2-en-1-yloxy)phenyl]([[(S)-2-methylpropane-2-sulfinyl]amino])methyl]piperidin-1-ylsulfonyl]pyrrolidine-1-carboxylate ClC=1C(=CC(=C(C1)[C@@H](C1CCN(CC1)S(=O)(=O)C1CN(CC1)C(=O)OC(C)(C)C)N[S@@](=O)C(C)(C)C)OCC=C)C